formic acid Methyl-propionate COC(CC)=O.C(=O)O